6-chloro-3-(3,4-dimethylpiperazin-1-yl)-1H-pyrazolo[4,3-C]pyridine ClC1=CC2=C(C=N1)C(=NN2)N2CC(N(CC2)C)C